COC1=NC=CC(=C1N1CCC(CC1)N1C(N(C=2C(C1)=CN(N2)C)CC2=C(C=CC=C2)C(F)(F)F)=O)C 5-(2'-Methoxy-4'-methyl-3,4,5,6-tetrahydro-2H-[1,3']bipyridinyl-4-yl)-2-methyl-7-(2-trifluoromethylbenzyl)-2,4,5,7-tetrahydro-pyrazolo[3,4-d]pyrimidin-6-one